boron cobalt-iron-boron [B].[Fe].[Co].[B]